IC1=C(C=CC=C1)N(C(C=C)=O)C N-(2-iodophenyl)-N-methyl-acrylamide